(3S,10S)-7-((S)-4-acryloyl-2-methylpiperazin-1-yl)-10-(2,4-difluorophenyl)-3-((methoxymethoxy)methyl)-9-(trifluoromethyl)-2H-[1,4]thiazino[2,3,4-ij]quinazolin-5(3H)-one C(C=C)(=O)N1C[C@@H](N(CC1)C1=NC(N2C3=C(C(=C(C=C13)C(F)(F)F)C1=C(C=C(C=C1)F)F)SC[C@@H]2COCOC)=O)C